COC(C1=C(C(=CC(=C1)OC)[N+](=O)[O-])CBr)=O.N1C=NC(=C1)CCC(=O)N 3-(1H-imidazol-4-yl)propanamide methyl-2-(bromomethyl)-5-methoxy-3-nitrobenzoate